3-[5-[2-[4-[2-(4-Amino-1-piperidyl)ethyl]piperazin-1-yl]ethyl]-3-methyl-2-oxo-benzimidazol-1-yl]piperidine-2,6-dione NC1CCN(CC1)CCN1CCN(CC1)CCC1=CC2=C(N(C(N2C)=O)C2C(NC(CC2)=O)=O)C=C1